FC=1C(=CC2=C(C(NC=3CN(CC(C23)=O)C(=O)OC(C)(C)C)=O)C1)F tert-butyl 8,9-difluoro-1,6-dioxo-1,4,5,6-tetrahydrobenzo[c][1,7]naphthyridine-3(2H)-carboxylate